C(C1=CC=CC=C1)OC(=O)C=1C=C(C=C(C1)O)C1=CC=C(C=C1)O 4',5-Dihydroxy-[1,1'-biphenyl]-3-carboxylic acid benzyl ester